diisopropyl-1,4-benzoquinone diimine C(C)(C)N=C1C=CC(C=C1)=NC(C)C